C[C@@H]1C[C@H](CNC1)OC=1C=C2CN(C(C2=CC1)=O)N1C(CCCC1=O)=O (5-(((3r,5r)-5-methylpiperidin-3-yl)oxy)-1-oxoisoindolin-2-yl)piperidine-2,6-dione